[(4-{2-[(2R)-2-(hydroxymethyl)azetidinyl]-2-oxoethyl}phenyl)amino]-N-[(4-methoxyphenyl)methyl]carboxamide OC[C@@H]1N(CC1)C(CC1=CC=C(C=C1)NC(=O)NCC1=CC=C(C=C1)OC)=O